benzyl (1S,3S,5S)-5-methyl-2-((3-(((methylsulfonyl)oxy)methyl)-4-phenoxy-benzoyl)-glycyl)-2-azabicyclo[3.1.0]hexane-3-carboxylate C[C@@]12C[C@H](N([C@H]2C1)C(CNC(C1=CC(=C(C=C1)OC1=CC=CC=C1)COS(=O)(=O)C)=O)=O)C(=O)OCC1=CC=CC=C1